1-(4-bromophenyl)-3-fluoro-cyclobutanecarbonitrile BrC1=CC=C(C=C1)C1(CC(C1)F)C#N